benzo[b]thiophene-2-methanol S1C2=C(C=C1CO)C=CC=C2